O1C(=NC=C1)C1=C(C=C(C=N1)NC(=O)C=1C=NN(C1C(F)(F)F)C=1C=2C3=C(C(NC3=CC1)=C=O)C=CC2)C(F)(F)F N-(6-(oxazol-2-yl)-5-(trifluoromethyl)pyridin-3-yl)-1-(2-Carbonyl-1,2-dihydrobenzo[cd]indol-6-yl)-5-(trifluoromethyl)-1H-pyrazole-4-carboxamide